3-(6-Bromo-3-chloro-2-fluoro-4-(trifluoromethyl)benzamido)pyridine 1-oxide BrC1=CC(=C(C(=C1C(=O)NC=1C=[N+](C=CC1)[O-])F)Cl)C(F)(F)F